(1R,2R)-2-(4-methyl-pyrimidin-2-yl)cyclopropane-1-carboxylic acid CC1=NC(=NC=C1)[C@H]1[C@@H](C1)C(=O)O